((3R,5R)-4-(4-(difluoromethoxy)-2-fluorobenzoyl)-3,5-dimethylpiperazin-1-yl)(2-fluoro-4-methoxyphenyl)methanone FC(OC1=CC(=C(C(=O)N2[C@@H](CN(C[C@H]2C)C(=O)C2=C(C=C(C=C2)OC)F)C)C=C1)F)F